C(C)(C)(C)OC(=O)N1CC(CCC1)COC1=NC=CN=C1C 3-(((3-methylpyrazin-2-yl)oxy)methyl)piperidine-1-carboxylic acid tert-butyl ester